methyl 3-chloro-4-hydroxy-5-(1-(2-hydroxyethyl)-1H-imidazol-5-yl)benzoate ClC=1C=C(C(=O)OC)C=C(C1O)C1=CN=CN1CCO